octyldodecanol stearoxystearate C(CCCCCCCCCCCCCCCCC)OC(C(=O)OC(CCCCCCCCCCC)CCCCCCCC)CCCCCCCCCCCCCCCC